CC1=CC=C(C(=O)OC2=C(C(=CC(=C2)Br)C=NC=2C=NC=CC2)OC(C(C)C)=O)C=C1 5-bromo-2-(isobutyryl-oxy)-3-((pyridin-3-yl-imino)methyl)phenyl 4-methylbenzoate